3-(2,4-difluorophenyl)-5-((2-(2-fluorophenyl)-5H-imidazo[4,5-c]pyridin-5-yl)methyl)isoxazole FC1=C(C=CC(=C1)F)C1=NOC(=C1)CN1C=C2C(C=C1)=NC(=N2)C2=C(C=CC=C2)F